COCN1N=CC=C1 2-(methoxymethyl)pyrazole